CN[C@H](C(=O)O)CC (S)-2-(methylamino)butanoic acid